CC=1N=C(SC1C(=O)OCCC)NC(=O)[C@@H]1N(C[C@@H](C1)NC(C1=CC(=CC=C1)C1=NOC(=N1)C)=O)C Propyl 4-methyl-2-((2R,4R)-1-methyl-4-(3-(5-methyl-1,2,4-oxadiazol-3-yl)benzamido)pyrrolidine-2-carboxamido)thiazole-5-carboxylate